((2R,3R)-3-(benzyloxy)-1-(methylamino)-1-oxobutan-2-yl)carbamic acid tert-butyl ester C(C)(C)(C)OC(N[C@@H](C(=O)NC)[C@@H](C)OCC1=CC=CC=C1)=O